ClC1=CC=C(N=N1)NC=1C=NC=CC1 6-Chloro-N-(pyridin-3-yl)pyridazin-3-amine